P(O)(O)(O)=O.FC=1C=CC=C2CCO[C@H](C12)CNC (R)-1-(8-fluoroisochroman-1-yl)-N-methylmethanamine phosphoric acid salt